1-(6-(Benzofuran-5-yl)-4-((2R,3S)-2-methyl-3-((methylsulfonyl)methyl)azetidin-1-yl)pyridin-2-yl)-6-(4-methoxypyridin-3-yl)-4-methyl-1H-pyrazolo[4,3-c]pyridine O1C=CC2=C1C=CC(=C2)C2=CC(=CC(=N2)N2N=CC=1C(=NC(=CC12)C=1C=NC=CC1OC)C)N1[C@@H]([C@H](C1)CS(=O)(=O)C)C